3-([1,2,4]triazolo[1,5-a]pyridin-6-yl)-N-(1-methylpiperidin-4-yl)-1H-pyrrolo[2,3-b]pyridine-6-carboxamide N=1C=NN2C1C=CC(=C2)C2=CNC1=NC(=CC=C12)C(=O)NC1CCN(CC1)C